C(#N)C=1C=NC=CC1C1=CC=C(C=C1)NC([C@H](C(C1=CC=CC=C1)C1=CC=CC=C1)NC(=O)C1=CC=NN1C)=O (S)-N-(1-((4-(3-cyanopyridin-4-yl)phenyl)amino)-1-oxo-3,3-diphenylPropan-2-yl)-1-methyl-1H-pyrazole-5-carboxamide